(S)-2-(methylamino)-3-phenylpropionic acid CN[C@H](C(=O)O)CC1=CC=CC=C1